(5-(trifluoromethyl)imidazo[1,2-a]pyridin-2-yl)methanol FC(C1=CC=CC=2N1C=C(N2)CO)(F)F